1-(2-(4-((4-(tert-butyl)phenyl)amino)piperidin-1-yl)-2-oxoethyl)-4-methylpiperazin-2-one C(C)(C)(C)C1=CC=C(C=C1)NC1CCN(CC1)C(CN1C(CN(CC1)C)=O)=O